COCCCC(=O)OCCOCCO diethylene glycol 2-methoxyethyl-acetate